6-Bromo-4-(7-fluoro-1H-indazol-4-yl)-3-pyridin-1-ium-1-yl-1H-1,8-phenanthrolin-2-one BrC=1C=C2C(=C(C(NC2=C2C=CN=CC12)=O)[N+]1=CC=CC=C1)C1=C2C=NNC2=C(C=C1)F